[3-[(2S)-2-[(tert-butoxycarbonyl)amino]-4-carbamoylbutoxy]-5-fluorophenyl]hexanoic acid C(C)(C)(C)OC(=O)N[C@H](COC=1C=C(C=C(C1)F)C(C(=O)O)CCCC)CCC(N)=O